8-(1-butoxyvinyl)-2-(isoindolin-2-yl)-6-methylquinazolin-4(3H)-one C(CCC)OC(=C)C=1C=C(C=C2C(NC(=NC12)N1CC2=CC=CC=C2C1)=O)C